CN(C(=O)C=1C=CC2=CC(N=C2C1)=O)C N,N-dimethyl-2-oxoindole-6-carboxamide